(S)-1-(1-((5-(4-((6-((3-(hydroxymethyl)azetidin-1-yl)methyl)pyridin-3-yl)ethynyl)phenyl)isoxazol-3-yl)methyl)-1H-imidazol-2-yl)ethan-1-ol OCC1CN(C1)CC1=CC=C(C=N1)C#CC1=CC=C(C=C1)C1=CC(=NO1)CN1C(=NC=C1)[C@H](C)O